N[C@H](C)C=1C=C(C=C2C(N(C(=NC12)C1CCOCC1)C(F)F)=O)F 8-[(1R)-1-aminoethyl]-3-(difluoromethyl)-6-fluoro-2-tetrahydropyran-4-yl-quinazolin-4-one